(1,3-dihydroxy-2-methylpropan-2-yl)-5-((2-fluorobenzyl)oxy)-2-methylbenzofuran-3-carboxamide OCC(CO)(C)C1=C(C=CC2=C1C(=C(O2)C)C(=O)N)OCC2=C(C=CC=C2)F